Tert-butyl (s)-4-(5-(((tert-butyldimethylsilyl)oxy)methyl)-8-methylene-3,6,9-trioxo-2,10-dioxa-4,7-diazaundecyl)piperidine-1-carboxylate [Si](C)(C)(C(C)(C)C)OC[C@H](NC(OCC1CCN(CC1)C(=O)OC(C)(C)C)=O)C(NC(C(OC)=O)=C)=O